2-(bis(3-methoxybenzyl)amino)-N-(4-methoxyphenylethyl)oxazole-4-carboxamide COC=1C=C(CN(C=2OC=C(N2)C(=O)NCCC2=CC=C(C=C2)OC)CC2=CC(=CC=C2)OC)C=CC1